(R)-3-fluoro-5-(2-(6-((2-methoxy-4-(4-(4-methylpiperazin-1-yl)piperidin-1-yl)phenyl)amino)pyrimidin-4-yl)isoxazolidin-3-yl)benzonitrile FC=1C=C(C#N)C=C(C1)[C@@H]1N(OCC1)C1=NC=NC(=C1)NC1=C(C=C(C=C1)N1CCC(CC1)N1CCN(CC1)C)OC